desyloxane C1(=CC=CC=C1)C(=O)C(C1=CC=CC=C1)C1OCCCC1